C(C=C)(=O)N1CC(C1)N1CCN(CC1)C(\C=C\C1=C(C=C(C(=C1)C1CC1)Cl)O)=O (E)-1-(4-(1-acryloylazetidin-3-yl)piperazin-1-yl)-3-(4-chloro-5-cyclopropyl-2-hydroxyphenyl)prop-2-en-1-one